ClC=1C=CC(=C(CN2[C@@H](CCC2)CNC(OC(C)(C)C)=O)C1)OCC tert-butyl (S)-((1-(5-chloro-2-ethoxy benzyl)pyrrolidin-2-yl)methyl)carbamate